5-amino-3-(2-(2-bromophenyl)quinolin-7-yl)-1-((1s,3s)-3-hydroxy-3-methylcyclobutyl)-1H-pyrazole-4-carbonitrile NC1=C(C(=NN1C1CC(C1)(C)O)C1=CC=C2C=CC(=NC2=C1)C1=C(C=CC=C1)Br)C#N